2-(4'-((1-(3-fluorophenyl)-3-(3-(trifluoromethyl)phenyl)ureido)methyl)biphenyl-4-yloxy)acetic acid FC=1C=C(C=CC1)N(C(=O)NC1=CC(=CC=C1)C(F)(F)F)CC1=CC=C(C=C1)C1=CC=C(C=C1)OCC(=O)O